FC(CC1=CC=C2C(=NC=NC2=C1)NC1CCN(CC1)C(=O)OC(C)(C)C)(F)F tert-butyl 4-{[7-(2,2,2-trifluoroethyl)quinazolin-4-yl]amino}piperidine-1-carboxylate